6'-CHLORO-4',4'-DIFLUORO-3',4,4',5-TETRAHYDRO-2H,2'H-SPIRO[BENZO[B][1,4]OXAZEPINE-3,1'-NAPHTHALENE]-7-CARBOXYLIC ACID ClC=1C=C2C(CCC3(C2=CC1)CNC1=C(OC3)C=CC(=C1)C(=O)O)(F)F